FC1(C(CN(CC1)C(C(=O)NC=1N=C2N(C1)C(CC2)C2=CC(=CC(=C2)F)F)C)C2=CNC(C=C2)=O)F 2-(4,4-difluoro-3-(6-oxo-1,6-dihydropyridin-3-yl)piperidin-1-yl)-N-(5-(3,5-difluorophenyl)-6,7-dihydro-5H-pyrrolo[1,2-a]imidazol-2-yl)propanamide